C1=C(C=CC2=CC=CC=C12)\C=C(\C(=O)O)/C(F)(F)F (Z)-3-(naphthalen-2-yl)-2-(trifluoromethyl)acrylic acid